ClC=1C=CC=C2C(=NN(C12)CC#C)C1=C(C(=O)N)C=CC(=C1)F (7-chloro-1-(prop-2-yn-1-yl)-1H-indazol-3-yl)-4-fluorobenzamide